C1(=C(C=CC=C1)C1=C([Se]C2=C1C=CC=C2)C2=C(C=CC=C2)C2=NN=NC(=C2C2=CC=CC=C2)C2=CC=CC=C2)C2=CC=CC=C2 biphenylyl-[(diphenyltriazinyl)phenyl]Benzoselenophen